C(#N)C=1C=C(C=CC1)C=1N=C(SC1C1=CC(=NC(=C1)C)C)NC(=O)N1CCC2(CCN(C2=O)C)CC1 N-[4-(3-cyanophenyl)-5-(2,6-dimethyl-4-pyridyl)thiazol-2-yl]-2-methyl-1-oxo-2,8-diazaspiro[4.5]decane-8-carboxamide